(S)-2'-chloro-N-(5-((5,5-dimethyl-1,4-dioxan-2-yl)methoxy)-1,3,4-thiadiazol-2-yl)-5'-methoxy-6-methyl-(4,4'-bipyridine)-3-carboxamide ClC1=NC=C(C(=C1)C1=C(C=NC(=C1)C)C(=O)NC=1SC(=NN1)OC[C@H]1OCC(OC1)(C)C)OC